2,6-Difluoropyridine FC1=NC(=CC=C1)F